4,5-dichloro-n-octyl-4-isothiazolin-3-one ClC(CCCN1SC=CC1=O)C(CCC)Cl